NC=1C2=C(N=CN1)N(C=C2Br)[C@@H]2O[C@H](CC2)\C=C\CCN (2R,3R,4S,5R)-2-{4-amino-5-bromo-7H-pyrrolo[2,3-d]pyrimidin-7-yl}-5-[(1E)-4-aminobut-1-en-1-yl]oxolane